7-fluoro-1-(4-fluoro-3-methylphenyl)-2-isopropyl-4-methoxy-1H-indole FC=1C=CC(=C2C=C(N(C12)C1=CC(=C(C=C1)F)C)C(C)C)OC